C1=NC=CC=2CCC(CC12)N 5,6,7,8-tetrahydroisoquinolin-7-amine